N(=[N+]=[N-])CCC1(CCCC1)C(=O)O 2-azidoethyl-cyclopentanecarboxylic acid